8-(4,4-difluoropiperidinyl)-7-fluoro-2-methoxy-6-quinolinylamine FC1(CCN(CC1)C=1C(=C(C=C2C=CC(=NC12)OC)N)F)F